OC1=C(C(N(C=C1C)C)=O)NC(N[C@@H](CC(=O)OCC)C=1C=C(C=CC1)C1=CC=C(C=C1)C)=O Ethyl (S)-3-(3-(4-Hydroxy-1,5-dimethyl-2-oxo-1,2-dihydropyridin-3-yl)ureido)-3-(4'-methylbiphenyl-3-yl)propanoat